O[C@H]1[C@]2(O[C@@H]([C@@H]([C@@H]1OCC=1C(OC3=CC=C(C(=C3C1)F)F)=O)O)CO)OC1=CC=C(C=C1CC2)OC 3-((((2R,3'R,4'S,5'S,6'R)-3',5'-dihydroxy-6'-(hydroxymethyl)-6-methoxy-3',4',5',6'-tetrahydrospiro[chroman-2,2'-pyran]-4'-yl)oxy)methyl)-5,6-difluoro-2H-chromene-2-on